CC1(C2CC=C(CC12)CO)C 7,7-Dimethylbicyclo[4.1.0]hept-3-en-3-yl-methanol